ClC1=C(C=C(C=C1)N1CC(C2=NC(=CC=C21)C(=O)N2C(C(NCC2)=O)(C)C)(C)CC)F 4-(1-(4-chloro-3-fluorophenyl)-3-ethyl-3-methyl-2,3-dihydro-1H-pyrrolo[3,2-b]pyridine-5-carbonyl)-3,3-dimethylpiperazin-2-one